C1(CC1)NC(C1=C(C=C(C=C1OC)C1=CN=C2N1C=CC(=C2)C2COC2)OC(F)F)=O N-cyclopropyl-2-(difluoromethoxy)-6-methoxy-4-[7-(oxetan-3-yl)imidazo[1,2-a]pyridin-3-yl]benzamide